N-[5-([[(1R,5S,6S)-3-(2,2,2-trifluoroethyl)-3-azabicyclo[3.1.0]hexan-6-yl]methoxy]methyl)-1H-indol-3-yl]acetamide FC(CN1C[C@H]2C([C@H]2C1)COCC=1C=C2C(=CNC2=CC1)NC(C)=O)(F)F